C(CCCCCCC\C=C/C\C=C/CCCCC)OC(C)CN(C)C 2-linoleyloxy-3-dimethylaminopropane